hexaazabenzophenanthrene-hexaneOne C=1(C=2C=3C=CC=CC3C3=C(C2N=NN1)N=NN=C3)CCCCC(C)=O